F[C@H]1C(C2(C[C@H]1C)CCN(CC2)C(=O)[O-])=O (2R,3R)-2-fluoro-3-methyl-1-oxo-8-azaspiro[4.5]decane-8-carboxylate